C(C)C=1C(=CNC1)C=O 4-ETHYL-1H-PYRROLE-3-CARBALDEHYDE